C1N(CCC2=CC=CC=C12)CC=1OC=C(C(C1)=O)OCC1=CC=C(C=C1)S(=O)(=N)C 2-((3,4-dihydroisoquinolin-2(1H)-yl)methyl)-5-((4-(S-methylsulphonimidoyl)benzyl)oxy)-4H-pyran-4-one